C(#N)C=1C(=NC(=C(C1CC)C#N)N1C[C@H](CC1)O)SC(C(=O)N)C1=CC=C(C=C1)OC (3,5-dicyano-4-ethyl-6-((S)-3-hydroxypyrrolidin-1-yl)pyridin-2-yl)thio-2-(4-methoxyphenyl)acetamide